ethyl 2-(4-fluorophenyl)propionate FC1=CC=C(C=C1)C(C(=O)OCC)C